CNC1=NC(=C2N=CN(C2=N1)[C@H]1[C@]([C@@H]([C@H](O1)CO)O)(C)F)NC (2R,3R,4R,5R)-5-(2,6-dimethylamino-9H-purin-9-yl)-4-fluoro-2-(hydroxymethyl)-4-methyltetrahydrofuran-3-ol